(S)-9-((2-methyl-4-(4-nitrophenyl)piperazin-1-yl)methyl)-3-azaspiro[5.5]undecane C[C@@H]1N(CCN(C1)C1=CC=C(C=C1)[N+](=O)[O-])CC1CCC2(CCNCC2)CC1